N-[(2E)-3-(4-cyanobenzenesulfonyl)prop-2-en-1-yl]-2-oxo-1,2,5,6,7,8-hexahydroquinoline-3-carboxamide C(#N)C1=CC=C(C=C1)S(=O)(=O)/C=C/CNC(=O)C=1C(NC=2CCCCC2C1)=O